CN(CCOC1=CC(=NC=C1)C=1N=C(C2=C(N1)CCC2)N(CC(=O)NC2=CC(=CC=C2)F)C)C 2-[(2-{4-[2-(dimethylamino)ethoxy]pyridin-2-yl}-5H,6H,7H-cyclopenta[d]pyrimidin-4-yl)(methyl)amino]-N-(3-fluorophenyl)acetamide